N-(1-((2R,4R,5R)-3,3-difluoro-4-hydroxy-5-(hydroxymethyl)tetrahydrofuran-2-yl)-2-oxo-1,2-dihydropyrimidin-4-yl)-5-fluoropyridinecarboxamide FC1([C@@H](O[C@@H]([C@H]1O)CO)N1C(N=C(C=C1)NC(=O)C1=NC=C(C=C1)F)=O)F